N-(3-chloro-5-(methylsulfonamido)phenyl)-1-(3-hydroxy-5-(2-oxa-6-azaspiro[3.3]heptan-6-yl)pyridin-2-yl)-1H-pyrazole-4-carboxamide ClC=1C=C(C=C(C1)NS(=O)(=O)C)NC(=O)C=1C=NN(C1)C1=NC=C(C=C1O)N1CC2(COC2)C1